ClC=1C(=CC2=C3N(N=C2C1)CCOC3)\N=C\3/NC(N(C(N3CC3=C(C=C(C(=C3)F)F)F)=O)CC3=NN(C=N3)C)=O (E)-6-((8-chloro-3,4-dihydro-1H-[1,4]oxazino[4,3-b]indazol-9-yl)imino)-3-((1-methyl-1H-1,2,4-triazol-3-yl)methyl)-1-(2,4,5-trifluorobenzyl)-1,3,5-triazine-2,4-dione